furanylindole COC1=CC=CC2=C1C(=CN2CC3=CC=C(C=C3)F)C(=O)C4=CC=CO4